rhodium(ii) octanoate C(CCCCCCC)(=O)[O-].[Rh+2].C(CCCCCCC)(=O)[O-]